4-((4-cyclopropyl-2-(N-methylmethanesulfonamido)phenyl)amino)-N-ethoxy-6-((5-methylthiazol-2-yl)amino)nicotinamide C1(CC1)C1=CC(=C(C=C1)NC1=CC(=NC=C1C(=O)NOCC)NC=1SC(=CN1)C)N(S(=O)(=O)C)C